NCC1=CC=C(C=C1)CN(C1=C(C(=NN1C(=O)C1=COC=C1C)C1C(C(N(CC1)C(=O)N(C)C)=O)C(F)(F)F)C)C 4-[5-({[4-(Aminomethyl)phenyl]methyl}(methyl)amino)-4-methyl-1-(4-methylfuran-3-carbonyl)-1H-pyrazol-3-yl]-N,N-dimethyl-2-oxo-3-(trifluoromethyl)piperidin-1-carboxamid